3-bromo-1,2-dichloro-4-methyl-5-nitrobenzene BrC=1C(=C(C=C(C1C)[N+](=O)[O-])Cl)Cl